FCCCCCN1CCCC1 (S)-1-(5-fluoropentyl)pyrrolidine